C1(=CC=CC=C1)C1=NC(=CC(=N1)C1=C(C=CC(=C1N1C2=CC=C(C=C2C=2C=C(C=CC12)C1=CC=CC=C1)C1=CC=CC=C1)C1=NC(=NC(=C1)C1=CC=CC=C1)C1=CC=CC=C1)N1C2=CC=C(C=C2C=2C=C(C=CC12)C1=CC=CC=C1)C1=CC=CC=C1)C1=CC=CC=C1 9,9'-(2,4-bis(2,6-diphenylpyrimidin-4-yl)-1,3-phenylene)bis(3,6-diphenyl-9H-carbazole)